CN1C(C=CC=C1)=C1N(C=CC=C1)C 1,1'-dimethyl-2,2'-bipyridine